6-benzyl 9-(tert-butyl) 1-oxo-2,6,9-triazaspiro[4.5]decane-6,9-dicarboxylate O=C1NCCC12N(CCN(C2)C(=O)OC(C)(C)C)C(=O)OCC2=CC=CC=C2